ClC=1C=C(C=CC1)N1N=C(C=C1)C(=O)O 1-(3-chlorophenyl)-1H-pyrazole-3-carboxylic acid